N-(4-(4-(isopropylsulfonyl)piperazin-1-yl)-pyridin-2-yl)-5-(pyridin-4-yl)thiazolo[5,4-b]-pyridin-2-amine C(C)(C)S(=O)(=O)N1CCN(CC1)C1=CC(=NC=C1)NC=1SC2=NC(=CC=C2N1)C1=CC=NC=C1